ClC1=CC=C(C=C1)C1=NN=C(O1)SCC(=O)ON=C(N)C1=CC2=CC=CC=C2C=C1 N'-(2-(5-(4-chlorophenyl)-1,3,4-oxadiazol-2-ylthio)acetoxy)-2-naphthimidamide